7-(4-bromo-2-methylphenyl)-2-methyl-6,7-dihydro-2H-[1,2,3]triazolo-[4,5-f][1,4]-oxazepin-8(5H)-one BrC1=CC(=C(C=C1)N1CCOC=2C(C1=O)=NN(N2)C)C